C1(CC1)C1=NC2=C(C=C(C=C2C(N1)=O)NC1(CNC1)C1=C(C(=CC=C1F)Cl)Cl)F cyclopropyl-6-((3-(2,3-dichloro-6-fluorophenyl)azetidin-3-yl)amino)-8-fluoroquinazolin-4(3H)-one